N-(4-((7-butoxy-6-(3-butylureido)quinazolin-4-yl)oxy)-3-fluorophenyl)-1-(4-fluorophenyl)-1H-1,2,4-triazole-3-carboxamide C(CCC)OC1=C(C=C2C(=NC=NC2=C1)OC1=C(C=C(C=C1)NC(=O)C1=NN(C=N1)C1=CC=C(C=C1)F)F)NC(=O)NCCCC